2-Chloro-N4-(4-chloro-3-methoxyphenyl)-5-carbamoylpyrimidin-4-amine ClC1=NC=C(C(=N1)NC1=CC(=C(C=C1)Cl)OC)C(N)=O